N-(2-(Isopropylamino)ethyl)-2-((3-(6-(1,2,3,6-tetrahydropyridin-4-yl)benzo[d]thiazol-2-yl)-4,5,6,7-tetrahydrothieno[2,3-c]pyridin-2-yl)amino)acetamide C(C)(C)NCCNC(CNC1=C(C2=C(CNCC2)S1)C=1SC2=C(N1)C=CC(=C2)C=2CCNCC2)=O